FC1=CC=C(C=C1)C1=NN(C=C1C=1C2=C(N=CN1)OC(=C2)C=2N=CN(C2)C(C2=CC=CC=C2)(C2=CC=CC=C2)C2=CC=CC=C2)C2CS(C2)(=O)=O 3-[3-(4-fluorophenyl)-4-{6-[1-(triphenylmethyl)imidazol-4-yl]furo[2,3-d]pyrimidin-4-yl}pyrazol-1-yl]-1λ6-thietane-1,1-dione